N1(CCC1)CC=1C=C(C=CC1)C1=CC=C2CCC[C@H](C2=C1)[C@@H](C(=O)NC1=CC=C(C=C1)C=1C(=NNC1C)C)NC(=O)C=1N(N=CC1)C N-[(1S)-1-[(1R)-7-[3-(azetidin-1-ylmethyl)phenyl]tetralin-1-yl]-2-[4-(3,5-dimethyl-1H-pyrazol-4-yl)anilino]-2-oxo-ethyl]-2-methyl-pyrazole-3-carboxamide